[Na+].S(=O)(=O)([O-])C1=CC=C(C=C1)C=1C2=CC=C(N2)C(=C2C=CC(C(=C3C=CC(=C(C=4C=CC1N4)C4=CC=C(C=C4)S(=O)(=O)[O-])N3)C3=CC=C(C=C3)S(=O)(=O)[O-])=N2)C2=CC=C(C=C2)S(=O)(=O)[O-].[Na+].[Na+].[Na+] 5,10,15,20-tetrakis(4-sulfophenyl)porphyrin sodium salt